6-((2-(1-(cyclopropylsulfonyl)-1H-pyrazol-4-yl)pyrimidin-4-yl)amino)-4-(isopropylamino)-N-(2-(methylsulfonyl)ethyl)nicotinamide C1(CC1)S(=O)(=O)N1N=CC(=C1)C1=NC=CC(=N1)NC1=NC=C(C(=O)NCCS(=O)(=O)C)C(=C1)NC(C)C